N-(6-(4,4-dimethylcyclohexyl)-1-(4-fluorophenyl)-1H-pyrazolo[3,4-d]pyrimidin-4-yl)-5-nitrothiophene-2-carboxamide CC1(CCC(CC1)C1=NC(=C2C(=N1)N(N=C2)C2=CC=C(C=C2)F)NC(=O)C=2SC(=CC2)[N+](=O)[O-])C